5-(((2-(((7-ethyl-6-oxo-5,6-dihydro-1,5-naphthyridin-3-yl)methyl)amino)cyclopropyl)methyl)amino)-N,6-dimethylpicolinamide C(C)C=1C(NC=2C=C(C=NC2C1)CNC1C(C1)CNC=1C=CC(=NC1C)C(=O)NC)=O